(2S)-2-(7-chloro-5-methyl-1,1-dioxido-4,5-dihydrobenzo[f][1,2,5]thiadiazepin-2(3H)-yl)-3-(6-fluoro-2,3-dimethylphenyl)butanoic acid ClC=1C=CC2=C(N(CCN(S2(=O)=O)[C@H](C(=O)O)C(C)C2=C(C(=CC=C2F)C)C)C)C1